ClC=1C=NC(=C(C(=O)O)C1C)OC1=C(C=C(C=C1)F)C 5-chloro-2-(4-fluoro-2-methylphenoxy)-4-methylnicotinic acid